1-([1,2,4]triazolo[4,3-a]pyrazin-8-yl)-N-(3-bromobenzyl)-N-(isoxazol-5-ylmethyl)methylamine N=1N=CN2C1C(=NC=C2)CN(CC2=CC=NO2)CC2=CC(=CC=C2)Br